(2s,4r)-4-(2-((1H-pyrazol-4-yl)amino)-2-oxoethyl)-1-(2-methyl-benzofuro[3,2-d]pyrimidin-4-yl)pyrrolidine-2-carboxylic acid N1N=CC(=C1)NC(C[C@H]1C[C@H](N(C1)C=1C2=C(N=C(N1)C)C1=C(O2)C=CC=C1)C(=O)O)=O